2-chloro-N-((1S)-8,9-difluoro-4-hydroxy-6-oxo-1,4,5,6-tetrahydro-2H-pyrano[3,4-c]isoquinolin-1-yl)-N-methyl-4H-thieno[3,2-b]pyrrole-5-carboxamide ClC1=CC=2NC(=CC2S1)C(=O)N(C)[C@@H]1COC(C=2NC(C=3C=C(C(=CC3C21)F)F)=O)O